N-(5-(imidazo[1,5-b]pyridazin-2-yl)-4-((4-methyl-6-(methylsulfonyl)pyridin-2-yl)amino)pyridin-2-yl)acetamide N=1N2C(C=CC1C=1C(=CC(=NC1)NC(C)=O)NC1=NC(=CC(=C1)C)S(=O)(=O)C)=CN=C2